calcium potassium calcium titanium [Ti].[Ca].[K].[Ca]